1-(oxetane-2-ylmethyl)-1H-benzo[d]imidazole-6-carboxylate O1C(CC1)CN1C=NC2=C1C=C(C=C2)C(=O)[O-]